2,2'-(ethane-1,2-diylbis(sulfanediyl))bis(ethane-1-thiol) C(CSCCS)SCCS